L-phenylalanine-18O2 N[C@@H](CC1=CC=CC=C1)C(=[18O])[18OH]